2-(1-(4-fluorophenyl)-4-isopropyl-1H-pyrazol-5-yl)-N-(5-(1-(trideuteriomethyl)azetidin-3-yl)pyridin-2-yl)thiazole-4-carboxamide FC1=CC=C(C=C1)N1N=CC(=C1C=1SC=C(N1)C(=O)NC1=NC=C(C=C1)C1CN(C1)C([2H])([2H])[2H])C(C)C